2-ethyl-5-[(Z)-2-methyloct-3-en-2-yl]benzene-1,3-diol C(C)C1=C(C=C(C=C1O)C(C)(\C=C/CCCC)C)O